ClC1=CC=C2C(=C(N(C2=C1C=1C(=NN2C1CCCC2)CO)C)C(=O)OCC)CCCOC2=CC(=CC1=CC=CC=C21)SCC2=CC=C(C=C2)OC Ethyl 6-chloro-7-(2-(hydroxymethyl)-4,5,6,7-tetrahydropyrazolo[1,5-a]pyridin-3-yl)-3-(3-((3-((4-methoxybenzyl) thio) naphthalen-1-yl) oxy) propyl)-1-methyl-1H-indole-2-carboxylate